N''-[(E)-[(2Z)-3-[1-(2-nitrophenyl)-1H-pyrrol-2-yl]prop-2-en-ylidene]amino]guanidine [N+](=O)([O-])C1=C(C=CC=C1)N1C(=CC=C1)\C=C/C=N/N=C(N)N